7-hydroxy-4'-methoxyisoflavone OC1=CC=C2C(C(=COC2=C1)C1=CC=C(C=C1)OC)=O